CC1=CN=C2C(=N1)N(C(C(=C2)N2CCNCC2)=O)CC2=NC=CN=C2C(F)(F)F 3-methyl-7-(piperazin-1-yl)-5-((3-(trifluoromethyl)pyrazin-2-yl)methyl)pyrido[2,3-b]pyrazin-6(5H)-one